C1(CC1)C=1C(=C(C=CC1)S(=O)(=N)C1=CN=C(C=C1C(=O)NCC(F)(F)C1=C(C=C(C=C1)C)C)C)F 5-[S-(3-cyclopropyl-2-fluorophenyl)sulfonimidoyl]-N-[2-(2,4-dimethylphenyl)-2,2-difluoroethyl]-2-methylisonicotinamide